3-(3,5-Difluorophenyl)-5-vinyl-4H-isoxazol FC=1C=C(C=C(C1)F)C1=NOC(C1)C=C